COC(=O)C=1C=C2N(C[C@H]3N(C2=CC1)CCNC3)CCO[Si](C)(C)C(C)(C)C (S)-6-(2-((tert-Butyldimethylsilyl)oxy)ethyl)-2,3,4,4a,5,6-hexahydro-1H-pyrazino[1,2-a]quinoxaline-8-carboxylic acid methyl ester